ClC=1C(=C2NC=C(C[C@H](N)C(=O)O)C2=CC1)Cl 6,7-dichloro-tryptophan